C(C=C)[Si](OC(C)C)(OC(C)C)OC(C)C allyltriisopropoxysilane